FC1=C(CC2NC(NC2)=O)C=CC=C1 4-(2-fluorobenzyl)imidazolin-2-one